BrC=1C=C2C(CCOC2=C(C1)C)=O 6-bromo-8-methylchroman-4-one